2-((7-benzyl-4,10-bis(carboxymethyl)-1,4,7,10-tetraazacyclododecan-1-yl)methyl)pyridine 1-oxide C(C1=CC=CC=C1)N1CCN(CCN(CCN(CC1)CC(=O)O)CC1=[N+](C=CC=C1)[O-])CC(=O)O